FC(C=1OC(=CC1C(=O)NC1=NC(=NS1)CC(C(F)(F)F)(C)O)C1=CC(=CC=C1)C(F)(F)F)(F)F 2-(trifluoromethyl)-5-(3-(trifluoromethyl)phenyl)-N-(3-(3,3,3-trifluoro-2-hydroxy-2-methylpropyl)-1,2,4-thiadiazol-5-yl)furan-3-carboxamide